FC1=C(OC(=O)N[C@@H](C)C(=O)O)C(=CC(=C1)C1=NC(=NS1)C1=CC=C(C=C1)N1CCCC1)C=O ((2-fluoro-6-formyl-4-(3-(4-(pyrrolidin-1-yl)phenyl)-1,2,4-thiadiazol-5-yl)phenoxy)carbonyl)-L-alanine